C1OCCC12CN(CC2)CC(=O)O 2-(2-oxa-7-azaspiro[4.4]nonan-7-yl)acetic acid